C1(=CC=C(C=C1)[B-](C1=CC=C(C=C1)C)(C1=CC=C(C=C1)C)C1=CC=C(C=C1)C)C.[C@H]12CCC[C@H](CC1)N2C tropane tetrakis(p-tolyl)borate